OC1=CC=C(C=C1)C(=CC)C1=CC=C(C=C1)O bis(4-hydroxyphenyl)propaneN